CON(C(C(C)C)=O)C N-methoxy-N,2-dimethyl-propionamide